((3-(((R)-tetrahydrofuran-3-yl)methoxy)-1H-pyrazol-4-yl)amino)spiro[cyclopropane-1,5'-pyrrolo[2,3-d]pyrimidin]-6'(7'H)-one O1C[C@@H](CC1)COC1=NNC=C1NC=1N=CC2=C(N1)NC(C21CC1)=O